piperazine-1,3-dicarboxylic acid N1(CC(NCC1)C(=O)O)C(=O)O